N1(CCCC1)C(=O)C1=CC=C(C=C1)B1OC(C)(C)C(C)(C)O1 4-(pyrrolidine-1-carbonyl)phenylboronic acid pinacol ester